FC=1C=2N(C=C(C1)C1=CC=3N=CN(C(C3S1)=O)N1CCNCC1)C=C(N2)C 6-{8-fluoro-2-methylimidazo[1,2-a]pyridin-6-yl}-3-(piperazin-1-yl)thieno[3,2-d]pyrimidin-4-one